ClC1=C(C(=CC=C1)Cl)C1=NOC(=C1COC=1N=CC(=NC1)C1(CC(C1)C=1C=C(C(=O)OC)C=C(C1)C)O)C(C)C methyl 3-(3-(5-((3-(2,6-dichlorophenyl)-5-isopropyl isoxazol-4-yl) methoxy) pyrazin-2-yl)-3-hydroxycyclobutyl)-5-methylbenzoate